di-tert-butyl 2,2'-((butane-1,4-diylbis(oxy))bis(2-fluoro-4,1-phenylene))bis(7-chloro-4-oxo-4H-chromene-3-carboxylate) C(CCCOC1=CC(=C(C=C1)C=1OC2=CC(=CC=C2C(C1C(=O)OC(C)(C)C)=O)Cl)F)OC1=CC(=C(C=C1)C=1OC2=CC(=CC=C2C(C1C(=O)OC(C)(C)C)=O)Cl)F